NC(CN(CC(=O)O)CCN(CC(=O)O)CC(=O)O)=O N-(2-amino-2-oxoethyl)-N-[2-[bis(carboxymethyl)amino]ethyl]-glycine